C1(=CC=CC=C1)OCCCSCC1=CNC(O1)=O 5-(Phenyloxypropylthiomethyl)oxazol-2(3H)-one